CC1=CC=C(C=NCCC[Si](OCC)(OCC)OCC)C=C1 N-4-methylbenzylidene-3-(triethoxysilyl)propane-1-amine